1-(4-(4-((3-(3,6-difluoropyridin-2-yl)-1-((1r,4r)-4-ethoxycyclohexyl)-1H-pyrazol-4-yl)carbamoyl)thiazol-2-yl)-1H-pyrazol-1-yl)ethyl phosphate disodium salt [Na+].[Na+].P(=O)(OC(C)N1N=CC(=C1)C=1SC=C(N1)C(NC=1C(=NN(C1)C1CCC(CC1)OCC)C1=NC(=CC=C1F)F)=O)([O-])[O-]